CN1C=NC(=C1)S(=O)(=O)NC1=CNC2=CC=C(C=C12)CCOC1=CC=C(C=C1)C(F)(F)F 1-methyl-N-(5-{2-[4-(trifluoromethyl)phenoxy]ethyl}-1H-indol-3-yl)-1H-imidazole-4-sulfonamide